O1[C@@H](CC1)CN1C(=NC2=C1C=C(C=C2)C(=O)O)CC2=C(C(=C(C=C2F)C2=NC(=CC=C2)OCC=2SC(=CN2)C(F)(F)F)F)F (S)-1-(oxetan-2-ylmethyl)-2-(2,3,6-trifluoro-4-(6-((5-(trifluoromethyl)thiazol-2-yl)methoxy)pyridin-2-yl)benzyl)-1H-benzo[d]imidazole-6-carboxylic acid